FC1CC(N(C1)C=1C=CC=2N(N1)C(=CN2)C(=O)NC2CN(CC2)CC=2C=C(C(=O)OC)C=CC2)C2=C(C=CC(=C2)F)SC Methyl 3-{[3-{6-[4-fluoro-2-[5-fluoro-2-(methylsulfanyl)phenyl]pyrrolidin-1-yl]imidazo[1,2-b]pyridazine-3-amido}pyrrolidin-1-yl]methyl}benzoate